6-amino-9-[1'-(azetidin-3-yl)-[1,4'-bipiperidin]-4-yl]-7-[6-(4-fluorophenoxy)pyridin-3-yl]purin-8-one NC1=C2N(C(N(C2=NC=N1)C1CCN(CC1)C1CCN(CC1)C1CNC1)=O)C=1C=NC(=CC1)OC1=CC=C(C=C1)F